OC=1C=C(OC(C(=O)O)(C)C)C=CC1C(C=CC1=CC=C(C=C1)SC)=O 2-[3-Hydroxy-4-[3-(4-methylsulfanylphenyl)prop-2-enoyl]phenoxy]-2-methylpropanoic acid